(S)-N-((5-((4-(3-((2-(1-hydroxyethyl)-1H-imidazol-1-yl)methyl)isoxazol-5-yl)phenyl)ethynyl)pyridin-2-yl)methyl)formamide O[C@@H](C)C=1N(C=CN1)CC1=NOC(=C1)C1=CC=C(C=C1)C#CC=1C=CC(=NC1)CNC=O